amino-2-ethylbutyl propionate C(CC)(=O)OC(C(CC)CC)N